2E,6Z-nonadienol C(=C\C=CCCCCC)/O